2-((4-(6-(hydroxymethyl)pyridin-3-yl)-2-sulfamoyl-3-(1H-tetrazol-5-yl)phenyl)sulfonyl)ethanaminium 2,2,2-trifluoroacetate FC(C(=O)[O-])(F)F.OCC1=CC=C(C=N1)C1=C(C(=C(C=C1)S(=O)(=O)CC[NH3+])S(N)(=O)=O)C1=NN=NN1